2-(1-isopropyl-1H-benzo[d][1,2,3]triazol-5-yl)-7-methylbenzo[d]oxazole C(C)(C)N1N=NC2=C1C=CC(=C2)C=2OC1=C(N2)C=CC=C1C